tert-butyl N-[3-[6-[2-cyano-3-[[ethyl(methyl)sulfamoyl]amino]-6-fluoro-phenoxy]-4-oxo-quinazolin-3-yl]propyl]carbamate C(#N)C1=C(OC=2C=C3C(N(C=NC3=CC2)CCCNC(OC(C)(C)C)=O)=O)C(=CC=C1NS(N(C)CC)(=O)=O)F